O=C1C(NCC1)=O.[C] carbon oxo-pyrrolidone